The molecule is a ruthenium coordination entity that acts as a water-soluble carbon monoxide-releasing molecule. It has a role as a nephroprotective agent, an antibacterial agent, an anti-inflammatory agent, an anticoagulant, an EC 1.11.2.2 (myeloperoxidase) inhibitor, a neuroprotective agent and a mitochondrial respiratory-chain inhibitor. It is a metal carbonyl and a ruthenium coordination entity. [C-]#[O+].[C-]#[O+].[C-]#[O+].C(C(=O)O)N.Cl[Ru]